(E)-3-(4-(5-(3-aminoprop-1-en-1-yl)thiazol-2-yl)-1-oxoisoindolin-2-yl)piperidine-2,6-dione NC/C=C/C1=CN=C(S1)C1=C2CN(C(C2=CC=C1)=O)C1C(NC(CC1)=O)=O